N-(1-bicyclo[1.1.1]pentanyl)-2-methyl-5-[(2S)-2-(trifluoromethylsulfonyl-amino)propoxy]pyridine-3-carboxamide C12(CC(C1)C2)NC(=O)C=2C(=NC=C(C2)OC[C@H](C)NS(=O)(=O)C(F)(F)F)C